3-(5-(2-fluorophenoxy)picolinoyl)-4-(((3R,6S)-6-(hydroxymethyl)tetrahydro-2H-pyran-3-yl)amino)-1H-pyrrolo[2,3-b]pyridine-5-carbonitrile FC1=C(OC=2C=CC(=NC2)C(=O)C2=CNC3=NC=C(C(=C32)N[C@H]3CO[C@@H](CC3)CO)C#N)C=CC=C1